dodecyl-fluoroheptyl-propyl-trimethoxysilane C(CCCCCCCCCCC)C(O[Si](OC)(OC)CCC)CCCCCCCF